N1=C2C(=CC(=C1)C(=O)N)CCC2 6,7-dihydro-5H-cyclopenta[b]pyridine-3-carboxamide